C(CCCCCCC(C)C)C=1C(=C(C(=C(C1C(=O)O)C(=O)O)CCCCCCCC(C)C)C(=O)O)CCCCCCCC(C)C.C(C=1C(C(=O)OCCCCCC(C)C)=CC(C(=O)OCCCCCC(C)C)=CC1)(=O)OCCCCCC(C)C triisooctyl trimellitate triisodecyl-trimellitate